CN(C1CCC(CC1)NC=1N=CC2=C(N1)N(C(C(=C2)C2=C(C(=C(C(=C2)F)NS(=O)(=O)CC(CC)(F)F)F)F)=O)C(C)C)C N-(4-(2-(((1r,4r)-4-(dimethylamino)cyclohexyl)amino)-8-iso-propyl-7-oxo-7,8-dihydropyrido[2,3-d]-pyrimidin-6-yl)-2,3,6-trifluorophenyl)-2,2-difluorobutane-1-sulfonamide